C(#N)C(C)(C)C1=CC(=C(C(=O)OC)C=C1)SCC methyl 4-(1-cyano-1-methyl-ethyl)-2-ethylsulfanyl-benzoate